C1(CC1)S(=O)(=O)NC=1SC=C(N1)C(C(=O)NC1=CC=C(C=C1)C1=NC(=CN=C1)OC)CCOC 2-(2-(cyclopropanesulfonylamino)thiazol-4-yl)-4-methoxy-N-(4-(6-methoxypyrazin-2-yl)phenyl)butanamide